N-methyl-isopropylamide C[N-]C(C)C